(R)-N-(1-(3-(difluoromethyl)-2-fluorophenyl)ethyl)-6-iodo-7-methoxy-2-methyl-quinazolin-4-amine FC(C=1C(=C(C=CC1)[C@@H](C)NC1=NC(=NC2=CC(=C(C=C12)I)OC)C)F)F